N[C@H](C(=O)N[C@@H](C[C@H]1C(NCC1)=O)C(N)=O)CC(C)C (2S)-2-amino-N-[(1S)-1-carbamoyl-2-[(3S)-2-oxopyrrolidin-3-yl]ethyl]-4-methylpentan-amide